O[C@H]1[C@@H](CCCC1)N1C2=C(OCC1)C=C(N=N2)C2=C(C=C(C=C2C)OC(F)(F)F)O 2-[8-[(1R,2R)-2-hydroxycyclohexyl]-6,7-dihydropyridazino[4,3-b][1,4]oxazin-3-yl]-3-methyl-5-(trifluoromethoxy)phenol